tert-butyl 2-hydroxyimino-6-azaspiro[3.4]octane-6-carboxylate ON=C1CC2(C1)CN(CC2)C(=O)OC(C)(C)C